(R)-3,4-bis(benzyloxy)-5-((S)-2,2-dimethyl-1,3-dioxolan-4-yl)furan-2(5H)-one C(C1=CC=CC=C1)OC=1C(O[C@@H](C1OCC1=CC=CC=C1)[C@H]1OC(OC1)(C)C)=O